N-[2-(5-amino-1,3,4-thiadiazol-2-yl)pyrazol-3-yl]acetamide NC1=NN=C(S1)N1N=CC=C1NC(C)=O